tert-butyl 7-(3-amino-5-(trifluoromethyl)pyridin-4-yl)-4,7-diazaspiro[2.5]octane-4-carboxylate NC=1C=NC=C(C1N1CCN(C2(CC2)C1)C(=O)OC(C)(C)C)C(F)(F)F